4-chloro-1-(2,3,5-trifluorophenyl)pyrazolo[3,4-b]Pyridine-5-carboxylic acid ethyl ester C(C)OC(=O)C=1C(=C2C(=NC1)N(N=C2)C2=C(C(=CC(=C2)F)F)F)Cl